(2R,3S)-3-((4-chloro-2-(6-chloro-3-methoxyquinolin-8-yl)-5-fluorobenzo[d]thiazol-6-yl) oxy)butan-2-yl (5-methoxypyridin-3-yl)carbamate COC=1C=C(C=NC1)NC(O[C@H](C)[C@H](C)OC1=CC2=C(N=C(S2)C=2C=C(C=C3C=C(C=NC23)OC)Cl)C(=C1F)Cl)=O